tert-butyl (E)-(3-((5-carbamoyl-1-(4-chlorobut-2-en-1-yl)-2-(4-ethyl-2-methyloxazole-5-carboxamido)-1H-benzo[d]imidazol-7-yl)oxy)propyl)(methyl)carbamate C(N)(=O)C1=CC2=C(N(C(=N2)NC(=O)C2=C(N=C(O2)C)CC)C\C=C\CCl)C(=C1)OCCCN(C(OC(C)(C)C)=O)C